3-(3-Chloro-4-fluorophenyl)-1-(1-(1-oxo-1,2-dihydroisoquinolin-4-yl)ethyl)-1-(pyridin-2-ylmethyl)urea ClC=1C=C(C=CC1F)NC(N(CC1=NC=CC=C1)C(C)C1=CNC(C2=CC=CC=C12)=O)=O